C(C)(C)C1=CC(=CC=N1)C 6-isopropyl-4-methylpyridine